C(C=C)(=O)NC1=C(C=CC(=C1)C(=O)O)C1=CC=CC=C1 acrylamido-[1,1'-biphenyl]-4-carboxylic acid